[2-(3,6-dihydro-2H-pyran-4-yl)-5,8-dioxo-6-(propan-2-yl)-5,6,7,8-tetrahydro-4H-pyrazolo[1,5-a]pyrrolo[3,4-d]pyrimidin-4-yl]acetic acid methyl ester COC(CN1C=2N(C(C3=C1C(N(C3)C(C)C)=O)=O)N=C(C2)C=2CCOCC2)=O